2-[1-[5-[[2,6-dioxo-3-piperidyl]amino]-3-fluoro-2-pyridyl]-4-hydroxy-4-piperidyl]acetic acid O=C1NC(CCC1NC=1C=C(C(=NC1)N1CCC(CC1)(O)CC(=O)O)F)=O